C1=C(C=CC2=CC=CC=C12)SCCCCCC(C(=O)O)=C 5-(naphthalen-2-ylthio)pentylacrylic acid